COC([C@@H](CCC(C)(C)C)OS(=O)(=O)C(F)(F)F)=O.ClC=1N=CC2=C(C=C(C(=C2C1)C(C)C)F)N1[C@@H]([C@H](C1)N(S(=O)(=O)C)C)C N-((2R,3S)-1-(3-chloro-6-fluoro-5-isopropylisoquinolin-8-yl)-2-methylazetidin-3-yl)-N-methyl-methanesulfonamide Methyl-(R)-5,5-dimethyl-2-(((trifluoromethyl)sulfonyl)oxy)hexanoate